BrC=1C=C2C(=NC=NC2=C(C1)C(F)(F)F)N 6-bromo-8-(trifluoromethyl)quinazolin-4-amine